BrC1=CC(=C(CC2=NC3=C(N2C[C@H]2OCC2)C(=C(C=C3)C(=O)O)F)C(=C1)F)F (S)-2-(4-bromo-2,6-difluorobenzyl)-7-fluoro-1-(oxetan-2-ylmethyl)-1H-benzo[d]Imidazole-6-carboxylic acid